3-(2,5-dioxo-2,5-dihydro-1H-pyrrol-1-yl)-N-((S)-1-(((S)-1-((4-(hydroxymethyl)phenyl)amino)-1-oxopropan-2-yl)amino)-1-oxopropan-2-yl)propanamide O=C1N(C(C=C1)=O)CCC(=O)N[C@H](C(=O)N[C@H](C(=O)NC1=CC=C(C=C1)CO)C)C